1-{2-[4-(2-methanesulfonylethyl)piperazin-1-yl]-2-oxoethyl}piperidin CS(=O)(=O)CCN1CCN(CC1)C(CN1CCCCC1)=O